BrC=1C=C2C3(CN(C2=CC1)C(=O)C=1C=C(C=CC1)S(=O)(=O)NC(C)(C)C)CCC(CC3)(F)F 3-(5'-bromo-4,4-difluorospiro[cyclohexane-1,3'-indoline]-1'-carbonyl)-N-(tert-butyl)benzenesulfonamide